C1(CCC1)OC1=CC=C(CN2C3=C(OCC2=O)C=CC(=C3)C(=O)NO)C=C1 4-(4-cyclobutoxybenzyl)-N-hydroxy-3-oxo-3,4-dihydro-2H-benzo[b][1,4]oxazine-6-carboxamide